2-[2-hydroxy-4-(4-hydroxybutyl)phenyl]-4,6-diphenyl-s-triazine OC1=C(C=CC(=C1)CCCCO)C1=NC(=NC(=N1)C1=CC=CC=C1)C1=CC=CC=C1